C(C=C)(=O)OCCNC(=O)C=1C(=NNC1C)C 2-[(3,5-Dimethylpyrazolyl)carbonylamino]ethyl acrylate